(6-fluoro-3-pyridyl)-4-[(1R)-1-(5-fluoro-2-pyridyl)ethoxy]pyrazolo[1,5-a]pyridine-3-carbonitrile FC1=CC=C(C=N1)C1=NN2C(C(=CC=C2)O[C@H](C)C2=NC=C(C=C2)F)=C1C#N